CC(CCC=O)CCCC(C)C 3,7-dimethyloctan-1-carbaldehyde